5-bromobenzo[1,2-b]benzothiophene BrS1C2=C(C3=C1C=CC=C3)C=CC=C2